COC(\C(=C\C1=CC(=C(C=C1)OC)OC)\C1=CC=C(C=C1)C)=O (E)-3-(3,4-dimethoxyphenyl)-2-(p-tolyl)acrylic acid methyl ester